CC=1C=C(C=NC1OC1=CC(=C(C=C1)C)OC)N 5-methyl-6-(3-methoxy-4-methyl-phenoxy)pyridin-3-amine